NC1=[N+](C=2C=CC=CC2C2=C1N=C(N2CC(OCCNC(C(NC(OCC2=CC=CC=C2)=O)(C)C)=O)(C)C)COCC)[O-] 4-amino-2-(ethoxymethyl)-1-(5,5,11,11-tetramethyl-3,6-dioxo-1-phenyl-2,10-dioxa-4,7-diazadodecan-12-yl)-1H-imidazo[4,5-c]quinoline 5-oxide